ClC1=CC=C2C=C(N=NC2=C1)C1=C(C=C(C=C1C)C(F)(F)F)OC 7-chloro-3-[2-methoxy-6-methyl-4-(trifluoromethyl)phenyl]cinnoline